NC=1N=NC(=CC1C#CC1(CCC(CC1)=O)OCC)C1=C(C=CC=C1)O 4-((3-amino-6-(2-hydroxyphenyl)pyridazin-4-yl)ethynyl)-4-ethoxycyclohexan-1-one